N-(2-hydroxypropyl)-piperidine OC(CN1CCCCC1)C